FC1(CN(C1)C1=NC=C(C=N1)NC(=O)C=1C=CC2=C(C=3N(CCO2)C=NC3)C1)F N-(2-(3,3-difluoroazetidin-1-yl)pyrimidin-5-yl)-5,6-dihydrobenzo[f]imidazo[1,5-d][1,4]oxazepine-10-carboxamide